ClC1=CC=2N(C=C1C1CCN(CC1)C(=O)OC(C)(C)C)N=CN2 tert-Butyl 4-(7-chloro-[1,2,4]triazolo[1,5-a]pyridin-6-yl)piperidine-1-carboxylate